FC1=CC=C(C(=C1C(C)O)C)C 1-(6-fluoro-2,3-dimethylphenyl)ethan-1-ol